(R)-3-(2-(2-hydroxy-2-methylpropanoyl)-6-(7-isopropyl-5H-pyrrolo[2,3-b]pyrazin-2-yl)-1,2,3,4-tetrahydroisoquinolin-8-yl)morpholine-4-carboxylic acid tert-butyl ester C(C)(C)(C)OC(=O)N1[C@@H](COCC1)C=1C=C(C=C2CCN(CC12)C(C(C)(C)O)=O)C=1N=C2C(=NC1)NC=C2C(C)C